COC=1C=C(CC2=CC=C(N=N2)NC(=O)C2=NN(C(CC2)=O)C)C=CC1 N-(6-(3-methoxybenzyl)pyridazin-3-yl)-1-methyl-6-oxo-1,4,5,6-tetrahydropyridazine-3-carboxamide